1-(6-methoxy-2,3-dihydro-1H-inden-1-yl)piperazine COC1=CC=C2CCC(C2=C1)N1CCNCC1